(S)-2-amino-3-(4-methoxyphenyl)propionic acid methyl ester COC([C@H](CC1=CC=C(C=C1)OC)N)=O